COC=1C(=C2C=CN(C2=C(C1)C)C(=O)OC(C)(C)C)CN1[C@@H](CC(CC1)C1CCOCC1)C1=CC=C(C=C1)C(=O)OC tert-butyl 5-methoxy-4-(((2S)-2-(4-(methoxycarbonyl) phenyl)-4-(tetrahydro-2H-pyran-4-yl) piperidin-1-yl) methyl)-7-methyl-1H-indole-1-carboxylate